1-cyclopropyl-7-(4-((5-(2,4-dichlorobenzylideneamino)-2-thioxo-1,3,4-thiadiazol-3(2H)-yl)methyl)piperazin-1-yl)-6-fluoro-4-oxo-1,4-dihydroquinoline-3-carboxylic acid C1(CC1)N1C=C(C(C2=CC(=C(C=C12)N1CCN(CC1)CN1C(SC(=N1)N=CC1=C(C=C(C=C1)Cl)Cl)=S)F)=O)C(=O)O